CC(C=O)=CC1=CC=CC=C1 methyl-3-phenyl-propenal